(R)-4-((1-(3-(difluoromethyl)-2-fluorophenyl)ethyl)amino)-2-methyl-6-(1-methyl-1H-tetrazol-5-yl)pyrido[2,3-d]pyrimidin-7(8H)-one FC(C=1C(=C(C=CC1)[C@@H](C)NC=1C2=C(N=C(N1)C)NC(C(=C2)C2=NN=NN2C)=O)F)F